C(C)OC(=O)C1CC(C1)N1CCC(CC1)C(=O)OC(C)(C)C tert-butyl 1-((1s,3s)-3-(ethoxycarbonyl)cyclobutyl)piperidine-4-carboxylate